O1CCN(CC1)C=1SC=2C(=NC(=C(C2)[N+](=O)[O-])N2CCC(CC2)O)N1 1-(2-morpholino-6-nitrothiazolo[4,5-b]pyridin-5-yl)piperidin-4-ol